ethyl 5-[(5-iodo-2-methyl-2H-1,2,3-triazol-4-yl)methyl]-1,2-oxazole-3-carboxylate IC=1C(=NN(N1)C)CC1=CC(=NO1)C(=O)OCC